N=S(=O)(C1=CC=C(C=C1)CC=1C(=NC=2N(C1N1CCCC1)C=CN2)C)C imino(methyl)(4-{[7-methyl-5-(pyrrolidin-1-yl)imidazo[1,2-a]pyrimidin-6-yl]methyl}phenyl)-λ6-sulfanone